3-(5-((1R,3R)-2-(2-fluoro-2-methylpropyl)-3-methyl-2,3,4,9-tetrahydro-1H-pyrido[3,4-b]indol-1-yl)pyrimidin-2-yl)-3-azaspiro[5.5]undecane-9-carbaldehyde FC(CN1[C@@H](C=2NC3=CC=CC=C3C2C[C@H]1C)C=1C=NC(=NC1)N1CCC2(CC1)CCC(CC2)C=O)(C)C